COC=1C=C(C=C(C1OCCC1=CC=CC=C1)OC)CCN 2-[3,5-dimethoxy-4-(2-phenylethoxy)phenyl]ethanamine